tert-butyl (S)-5-amino-4-(5-(6-amino-5-cyano-3-(trifluoromethyl) pyridin-2-yl)-1-oxoisoindolin-2-yl)-5-oxovalerate NC([C@H](CCC(=O)OC(C)(C)C)N1C(C2=CC=C(C=C2C1)C1=NC(=C(C=C1C(F)(F)F)C#N)N)=O)=O